10,10'-(4-chloro-2'-isocyano-[1,1'-biphenyl]-3,5-diyl)bis(9-phenyl-9-(pyridin-3-yl)-9,10-dihydroacridine) ClC1=C(C=C(C=C1N1C=2C=CC=CC2C(C2=CC=CC=C12)(C1=CC=CC=C1)C=1C=NC=CC1)C1=C(C=CC=C1)[N+]#[C-])N1C=2C=CC=CC2C(C2=CC=CC=C12)(C=1C=NC=CC1)C1=CC=CC=C1